COC([C@@H](C)OC1=NN(C(=C1Br)C1=CC(=C(C=C1)F)F)C1=C(C=CC(=C1)F)F)=O (2R)-2-{[4-bromo-1-(2,5-difluorophenyl)-5-(3,4-difluorophenyl)-1H-pyrazol-3-yl]Oxy}propanoic acid methyl ester